F[C@@H]1[C@@H](C1)C(=O)NC1=CC=C2C(=N1)N(N=C2C2=C(C1=C(N(C=N1)COCC[Si](C)(C)C)C=C2)OC)COCC[Si](C)(C)C (1S,2S)-2-fluoro-N-[3-(4-methoxy-1-[[2-(trimethylsilyl)ethoxy]methyl]-1,3-benzodiazol-5-yl)-1-[[2-(trimethylsilyl)ethoxy]methyl]pyrazolo[3,4-b]pyridin-6-yl]cyclopropane-1-carboxamide